2-benzyl-2,7-diazaspiro[3.5]nonane-1,6-dione C(C1=CC=CC=C1)N1C(C2(C1)CC(NCC2)=O)=O